((2S,4S)-1-acryloyl-4-(6,8-dichloro-4-(3-(dimethylamino)azetidin-1-yl)-7-(quinolin-8-yl)-1H-[1,2,3]triazolo[4,5-c]quinolin-1-yl)piperidin-2-yl)acetonitrile C(C=C)(=O)N1[C@@H](C[C@H](CC1)N1N=NC=2C(=NC=3C(=C(C(=CC3C21)Cl)C=2C=CC=C1C=CC=NC21)Cl)N2CC(C2)N(C)C)CC#N